C1OCC12CN(C2)CCO 2-(2-oxa-6-azaspiro[3.3]hept-6-yl)ethane-1-ol